(R)-1-(4-(azetidin-3-yl)-2,6-dimethylbenzyl)pyrrolidine-3-carboxylic acid methyl ester COC(=O)[C@H]1CN(CC1)CC1=C(C=C(C=C1C)C1CNC1)C